ClC=1C(N(C(=CC1OC([2H])([2H])C1=NC=C(C=C1F)F)C)C1=CC(=NC=C1C)N1N=C(C(=C1)F)C(C)(C)N(C(C)=O)C)=C=O (R)-N-(2-(1-(3-chloro-4-((3,5-difluoropyridin-2-yl)methoxy-d2)-5',6-dimethyl-2-Carbonyl-2H-[1,4'-bipyridine]-2'-yl)-4-fluoro-1H-pyrazol-3-yl)propan-2-yl)-N-methylacetamide